N1(CCNCC1)C1=NC=2C(CN(CC2C=C1)C=1C=2N(C(=CC1)C#N)N=CC2)C(F)(F)F 4-(2-(piperazin-1-yl)-8-(trifluoromethyl)-7,8-dihydro-1,6-naphthyridin-6(5H)-yl)pyrazolo[1,5-a]pyridine-7-carbonitrile